(3-chloro-4-(6-(1-methylcyclopropoxy)-9-((4-methylpyridin-2-yl)methyl)-9H-purin-8-yl)phenyl)(2,6-diazaspiro[3.3]heptan-2-yl)methanone ClC=1C=C(C=CC1C=1N(C2=NC=NC(=C2N1)OC1(CC1)C)CC1=NC=CC(=C1)C)C(=O)N1CC2(C1)CNC2